C(C1=CC=CC=C1)N1B(N(C2=C3C1=CC=CC3=CC=C2)P(C2CCCCC2)C2CCCCC2)C=2C(=C3CN(CC3=C(C2C)C)S(=O)(=O)C2=CC=C(C)C=C2)C (R)-1-benzyl-3-(dicyclohexylphosphaneyl)-2-(4,6,7-trimethyl-2-tosylisoindolin-5-yl)-2,3-dihydro-1H-naphtho[1,8-de][1,3,2]diazaborinine